CCC/C=C\\[C@@H](/C=C/C=C\\CCCCCCCC(=O)O)OO The molecule is a hydroperoxyoctadecatrienoic acid that is (9Z,11E,14Z)-octadecatrienoic acid in which the hydroperoxy group is located at position 13S. It has a role as a Brassica napus metabolite. It derives from a (9Z,11E,14Z)-octadeca-9,11,14-trienoic acid. It is a conjugate acid of a (9Z,11E,13S,14Z)-13-hydroperoxyoctadeca-9,11,14-trienoate.